BrC1=C(C(N(C=C1)CC(F)(F)F)=O)OC1=C(C=C(C=C1C)F)C 4-bromo-3-(4-fluoro-2,6-dimethylphenoxy)-1-(2,2,2-trifluoroethyl)pyridin-2(1H)-one